disodium 6,8-dihydroxy-1,3-pyrenedisulfonate OC1=C2C=CC3=C(C=C(C4=CC=C(C(=C1)O)C2=C43)S(=O)(=O)[O-])S(=O)(=O)[O-].[Na+].[Na+]